C(CCCCCCC)S(=O)(=O)CC1=CC=C(C(=C1)CS(=O)(=O)CCCCCCCC)O 4,6-bis(octylsulfonylmethyl)phenol